2-((3R*,4S*)-3-fluoro-4-(((5-fluoro-6-((S)-3-(5-(trifluoromethyl)pyridin-2-yl)morpholino)pyrimidin-4-yl)amino)methyl)piperidin-1-yl)acetamide F[C@H]1CN(CC[C@H]1CNC1=NC=NC(=C1F)N1[C@H](COCC1)C1=NC=C(C=C1)C(F)(F)F)CC(=O)N |o1:1,6|